Cl.C(=O)(O)C=1SC=CC1P (2-carboxythienyl)phosphine Hydrochloride